(S)-6-(4-ethoxyphenyl)-N-(1-(3-methoxyphenyl)ethoxy)pyrazine-2-carboxamide C(C)OC1=CC=C(C=C1)C1=CN=CC(=N1)C(=O)NO[C@@H](C)C1=CC(=CC=C1)OC